OC=1C=C2CCC(C(C2=CC1)C1=CC=C(C=C1)N1CCC(CC1)N1CCN(CC1)CC=1C=C(C=CC1)C1C(NC(CC1)=O)=O)C1=CC=CC=C1 3-(3-((4-(1-(4-(6-hydroxy-2-phenyl-1,2,3,4-tetrahydronaphthalen-1-yl)phenyl)piperidin-4-yl)piperazin-1-yl)methyl)phenyl)piperidine-2,6-dione